2-[2-hydroxy-4-(2-hydroxy-3-octyloxypropyloxy)phenyl]-4,6-bis(2,4-dimethylphenyl)-1,3,5-triazine OC1=C(C=CC(=C1)OCC(COCCCCCCCC)O)C1=NC(=NC(=N1)C1=C(C=C(C=C1)C)C)C1=C(C=C(C=C1)C)C